C(C)OC(C1=CN=C(C(=C1N)Br)OC1=CC=C(C=C1)N1CCOCC1)=O 4-amino-5-bromo-6-(4-morpholinophenoxy)nicotinic acid ethyl ester